7-bromo-5-[4-oxo-4-(piperidin-1-yl)butyl]-4H,5H-pyrrolo[1,2-a]quinoxalin-4-one BrC=1C=C2N(C(C=3N(C2=CC1)C=CC3)=O)CCCC(N3CCCCC3)=O